(4-methyl-piperazin-1-yl)-2-thieno[3,2-c]pyridin-4-yl-4,5,6,7-tetrahydro-2H-indazol-3-ol CN1CCN(CC1)C1C2=C(N(N=C2CCC1)C1=NC=CC2=C1C=CS2)O